Cl.Cl.N[C@@H]1CC[C@H](CC1)C1=NN=C(S1)C=1C(=CC(=NC1)C=1C(=CC=2N(N1)C=CC2)C#N)NC(C)C (5-(5-((trans)-4-aminocyclohexyl)-1,3,4-thiadiazol-2-yl)-4-(isopropylamino)Pyridin-2-yl)pyrrolo[1,2-b]Pyridazine-3-carbonitrile, bis-hydrochloride